O[C@@H]1C[C@@H]2CC[C@H]3[C@@H]4CCC([C@@]4(C)CC[C@@H]3[C@]2(CC1)C)=O (3β,5α)-3-Hydroxyandrostan-17-one